(2S)-2-amino-3-hydroxypropanenitrile N[C@@H](C#N)CO